tert-butyl (2R,5S)-5-(((1R,4R)-2-oxa-5-azabicyclo[2.2.1]heptan-5-yl)methyl)-4-benzyl-2-methylpiperazine-1-carboxylate [C@H]12OC[C@H](N(C1)C[C@@H]1N(C[C@H](N(C1)C(=O)OC(C)(C)C)C)CC1=CC=CC=C1)C2